1-(Cyclopropylmethyl)-5-((isobutylamino)methyl)-N-(3-(3-methyl-1-(4-methyl-4H-1,2,4-triazol-3-yl)cyclobutyl)phenyl)-2-oxo-1,2-dihydropyridine-3-carboxamide C1(CC1)CN1C(C(=CC(=C1)CNCC(C)C)C(=O)NC1=CC(=CC=C1)C1(CC(C1)C)C1=NN=CN1C)=O